2-(9-bromononyl)-1,7,7-trimethylbicyclo[2.2.1]heptane BrCCCCCCCCCC1C2(CCC(C1)C2(C)C)C